COC=1C=C2C=CN(C2=CC1)C[C@@H](C)N1CCN(CC1)C (R)-5-methoxy-1-(2-(4-methylpiperazin-1-yl)propyl)-1H-indole